5-Methyl-1-(1-((4'-(4-methylpiperazin-1-carbonyl)-[1,1'-biphenyl]-4-yl)methyl)-1H-indol-5-yl)-1H-pyrazol-3-carboxamid CC1=CC(=NN1C=1C=C2C=CN(C2=CC1)CC1=CC=C(C=C1)C1=CC=C(C=C1)C(=O)N1CCN(CC1)C)C(=O)N